FC1C(CC(=CC1=O)NC1=NC=CC=C1C(=C)C1=CC=CC=C1)(C)C 6-fluoro-5,5-dimethyl-3-((3-(1-phenylvinyl)pyridin-2-yl)amino)cyclohex-2-en-1-one